OCCCCCCC(CCC)N(C(O)=O)CCN1CCCC1.FC1=C(C(=O)C2CN(CC2)C2=NC=3N(C=C2)N=CC3)C=C(C=C1)F 3-(2,5-difluorobenzoyl)-1-(pyrazolo[1,5-a]pyrimidine-5-yl)pyrrolidine hydroxydecan-4-yl-(2-(pyrrolidin-1-yl)ethyl)carbamate